FC1=C(C(=O)O)C=C(C=C1)CNC(=O)N1CCC2(N(C3=CC=C(C=C3C(C2)=O)F)C)CC1 2-fluoro-5-((6'-fluoro-1'-methyl-4'-oxo-3',4'-dihydro-1'H-spiro[piperidine-4,2'-quinoline]-1-carboxamido)methyl)benzoic acid